Cl.CNCCCN1C(=C(C2=CC=CC=C12)CCCOC1=CC=CC2=CC=CC=C12)C(=O)O 1-[3-(methylamino)propyl]-3-[3-(naphthalen-1-yloxy)propyl]-1H-indole-2-carboxylate hydrochloric acid salt